NCCNCC1=CC=C(CC[Si](OC)(OC)OC)C=C1 4-[(2-aminoethyl)aminomethyl]phenethyltrimethoxysilane